ClC=1C=C2C=NN(C2=C(C1)C(=O)OC)CC=1C=NC(=NC1)C1=CC(=CC=C1)OC methyl 5-chloro-1-((2-(3-methoxyphenyl) pyrimidin-5-yl) methyl)-1H-indazole-7-carboxylate